2-(2-fluoro-4-(pyrrolidin-2-yl)phenyl)-N-((S)-1-methylpiperidin-3-yl)benzo[d]imidazo[2,1-b]thiazole-7-carboxamide FC1=C(C=CC(=C1)C1NCCC1)C=1N=C2SC3=C(N2C1)C=CC(=C3)C(=O)N[C@@H]3CN(CCC3)C